tert-butyl 4-((4-(3-(2,6-dioxopiperidin-3-yl)-1-methyl-1H-indazol-6-yl) piperidin-1-yl) methyl)-4-fluoropiperidine-1-carboxylate O=C1NC(CCC1C1=NN(C2=CC(=CC=C12)C1CCN(CC1)CC1(CCN(CC1)C(=O)OC(C)(C)C)F)C)=O